Lithium 5-(8-(7-isopropyl-1,3-dimethyl-2-oxo-2,3-dihydro-1H-benzo[d]imidazol-5-yl)isoquinolin-3-yl)picolinate C(C)(C)C1=CC(=CC2=C1N(C(N2C)=O)C)C=2C=CC=C1C=C(N=CC21)C=2C=CC(=NC2)C(=O)[O-].[Li+]